N-(2,6-dichlorophenyl)-4-methoxy-2-((3-methyl-4-(1-methyl-piperidin-4-yl)phenyl)amino)pyrimidine-5-carboxamide ClC1=C(C(=CC=C1)Cl)NC(=O)C=1C(=NC(=NC1)NC1=CC(=C(C=C1)C1CCN(CC1)C)C)OC